di(heptadecyl) ketone C(CCCCCCCCCCCCCCCC)C(=O)CCCCCCCCCCCCCCCCC